C(C([2H])([2H])[2H])(OC1=CC=C(C=N1)C1=CN=CC(=N1)C(=O)NOC([2H])([2H])C1=C(C=CC(=C1)OC([2H])([2H])[2H])F)([2H])[2H] 6-(6-(ethoxy-d5)pyridin-3-yl)-N-((2-fluoro-5-(methoxy-d3)phenyl)methoxy-d2)pyrazine-2-carboxamide